ClC1=C(C(=CC(=C1)C1CC1)F)N1N=C2C(N=C(NC2=O)N2CCOCC2)=N1 2-(2-chloro-4-cyclopropyl-6-fluoro-phenyl)-5-morpholino-6H-triazolo[4,5-d]pyrimidin-7-one